5-(N-(3-(2-ethoxyethoxy)phenethyl)sulfamoyl)-3-methylbenzofuran-2-carboxylic acid ethyl ester C(C)OC(=O)C=1OC2=C(C1C)C=C(C=C2)S(NCCC2=CC(=CC=C2)OCCOCC)(=O)=O